1-((3S,5R)-1-acryloyl-5-(methoxymethyl)pyrrolidin-3-yl)-3-((6-fluoroimidazo[1,2-a]pyridin-7-yl)ethynyl)-5-(methylamino)-1H-pyrazole-4-carboxamide C(C=C)(=O)N1C[C@H](C[C@@H]1COC)N1N=C(C(=C1NC)C(=O)N)C#CC1=CC=2N(C=C1F)C=CN2